O1CCCC2=CC=3NC=4C=CC=CC4C3C=C21 3H,6H-pyrano[5,6-b]carbazole